4-(2-chloro-4-(4-methyl-1-((tetrahydro-2H-pyran-2-yl)oxy)-2-(thiophen-2-yl)pentan-2-yl)quinazoline-6-yl)-6-methyl-1-tosyl-1,6-dihydro-7H-pyrrolo[2,3-c]pyridin-7-one ClC1=NC2=CC=C(C=C2C(=N1)C(COC1OCCCC1)(CC(C)C)C=1SC=CC1)C=1C2=C(C(N(C1)C)=O)N(C=C2)S(=O)(=O)C2=CC=C(C)C=C2